BrC1=CC=C(OC2=C(C=NN2C)C=O)C=C1 5-(4-bromophenoxy)-1-methylpyrazole-4-carbaldehyde